4-[[(3S)-3-piperidyl]oxy]-3-pyrimidin-5-yl-1H-pyrrolo[2,3-b]pyridine N1C[C@H](CCC1)OC1=C2C(=NC=C1)NC=C2C=2C=NC=NC2